ClC=1C=C(OC2C(C(C2(C)C)NC(=O)C=2N=NC(=CC2)N2CCN(CC2)CC=2C(=C3CN(C(C3=CC2)=O)C2C(NC(CC2)=O)=O)F)(C)C)C=CC1C#N N-((1r,3r)-3-(3-chloro-4-cyanophenoxy)-2,2,4,4-tetramethylcyclobutyl)-6-(4-((2-(2,6-dioxopiperidin-3-yl)-4-fluoro-1-oxoisoindolin-5-yl)methyl)piperazin-1-yl)pyridazine-3-carboxamide